C(#N)C=1C=CC(=C(C1)C1=CC(=NC=C1C(=O)NC=1SC2=C(N1)CN(C2)C(C2=CC(=CC(=C2)F)C(F)F)=O)C)OC 4-(5-cyano-2-methoxyphenyl)-N-(5-(3-(difluoromethyl)-5-fluorobenzoyl)-5,6-dihydro-4H-pyrrolo[3,4-d]thiazol-2-yl)-6-methylnicotinamide